N-(3-cyclopropyl-1-(2-(1,1-difluoroethyl)-5-fluoropyrimidin-4-yl)-1H-pyrazolo[4,3-c]pyridin-6-yl)acetamide C1(CC1)C1=NN(C2=C1C=NC(=C2)NC(C)=O)C2=NC(=NC=C2F)C(C)(F)F